C(#N)CCC=1C=C2C=C(NC2=CC1OCC=1N=CSC1)CNC(=O)C1(CC1)C N-({5-(2-cyanoethyl)-6-[(1,3-thiazol-4-yl)methoxy]-2-indolyl}methyl)1-methylcyclopropanecarboxamide